tricyano-vinylmethylcarbazole C(#N)C1=C(C(=C(C=2NC3=CC=CC=C3C12)CC=C)C#N)C#N